(2E,2'E)-2,2'-(1-(5-((2-methylpyrrolidin-1-yl)methyl)furan-2-yl)ethane-1,2-diylidene)bis(N-ethylhydrazine-1-carbothioamide) CC1N(CCC1)CC1=CC=C(O1)\C(\C=N\NC(NCC)=S)=N\NC(NCC)=S